FC=1C=C(C(=NC1)OC)[C@@H]1[C@](C1)(C(=O)O[C@H]1C(OCC1(C)C)=O)C1=C(C=CC(=C1)C)OC (1S,2R)-(R)-4,4-dimethyl-2-oxotetrahydrofuran-3-yl 2-(5-fluoro-2-methoxypyridin-3-yl)-1-(2-methoxy-5-methylphenyl)cyclopropanecarboxylate